4,4'-Bis[N-(1-naphthyl)-N-phenylamino]biphenyl isooctadecanyl-acrylate (Isooctadecenyl-acrylate) C(=CCCCCCCCCCCCCCC(C)C)C(C(=O)O)=C.C(CCCCCCCCCCCCCCC(C)C)OC(C=C)=O.C1(=CC=CC2=CC=CC=C12)N(C1=CC=CC=C1)C1=CC=C(C=C1)C1=CC=C(C=C1)N(C1=CC=CC2=CC=CC=C12)C1=CC=CC=C1